ClCCCCCCOCCOCCNC(OCCCC)=O butyl (2-(2-((6-chlorohexyl)oxy)ethoxy)ethyl)carbamate